NC1=CC2=C(N(N=C2C2=C1C(NC2=O)(O)C2=C(C=CC(=C2)F)Cl)C)C2CN(C2)C(=O)OC(C)(C)C 2-methylpropan-2-yl 3-[5-amino-6-(2-chloro-5-fluorophenyl)-6-hydroxy-2-methyl-8-oxo-7,8-dihydro-6H-pyrrolo[4,3-g]indazol-3-yl]azetidine-1-carboxylate